5-(ethyl(tetrahydro-2H-pyran-4-yl)amino)-4-methyl-4'-(4-(piperidin-4-yl)piperazin-1-yl)-[1,1'-biphenyl]-3-carboxamide C(C)N(C=1C(=C(C=C(C1)C1=CC=C(C=C1)N1CCN(CC1)C1CCNCC1)C(=O)N)C)C1CCOCC1